2-(2-((tert-butyldimethylsilyl)oxy)-1-fluoroprop-2-yl)pyridin-4-amine [Si](C)(C)(C(C)(C)C)OC(CF)(C)C1=NC=CC(=C1)N